C(CCCCCC(=O)OCC(COC(CCCCCC(OCCC(CCCCC)CCCCC)=O)=O)(COC(CCCCCC(OCCC(CCCCC)CCCCC)=O)=O)CO)(=O)OCCC(CCCCC)CCCCC O7-[2-(hydroxymethyl)-3-[7-oxo-7-(3-pentyloctoxy) heptanoyl] oxy-2-[[7-oxo-7-(3-pentyloctoxy)heptanoyl]oxy-methyl]propyl] O1-(3-pentyloctyl) heptanedioate